F[C@H]1C[C@H](N(C1)C(C=C)=O)COC=1C=NC=CC1C1=C(C2=NC=CC=C2N1)C1=CC=CC=C1 1-[(2S,4S)-4-fluoro-2-({[4-(3-phenyl-1H-pyrrolo[3,2-b]pyridin-2-yl)pyridin-3-yl]oxy}methyl)pyrrolidin-1-yl]prop-2-en-1-one